lithium 9,9-dimethylfluorene CC1(C2=CC=CC=C2C=2C=CC=CC12)C.[Li]